C(C1=CC=CC=C1)OC(=O)OOC(=O)OCC1=CC=CC=C1.C(=O)(OCCCCCCCCCCCCCC)OOC(=O)O tetradecyl peroxydicarbonate dibenzyl-peroxydicarbonate